oxiranylmethyl-5-(2-propenyl)-1,3,5-triazine-2,4,6(1H,3H,5H)-trione O1C(C1)CN1C(NC(N(C1=O)CC=C)=O)=O